ClC1NN=CC=2NC=3C=C(C=CC3C21)OC 1-chloro-7-methoxy-2,5-dihydro-1H-pyridazino[4,5-b]indole